3-(5-(((1R,2S)-2-(3-(2-methoxypyrimidin-5-yl)azetidin-1-yl)cyclohexyl)oxy)-1-oxoisoindolin-2-yl)piperidine-2,6-dione COC1=NC=C(C=N1)C1CN(C1)[C@@H]1[C@@H](CCCC1)OC=1C=C2CN(C(C2=CC1)=O)C1C(NC(CC1)=O)=O